nickel iron 2,5-dihydroxybenzenesulfonate OC1=C(C=C(C=C1)O)S(=O)(=O)[O-].[Fe+2].[Ni+2].OC1=C(C=C(C=C1)O)S(=O)(=O)[O-].OC1=C(C=C(C=C1)O)S(=O)(=O)[O-].OC1=C(C=C(C=C1)O)S(=O)(=O)[O-]